Tin(ii) chloride dihydrate O.O.[Sn](Cl)Cl